ClC1=C(C(=NN1)C)NC(C1=C(C=C(C(=C1)F)C=1C=CC=2OCC(NC2N1)=O)O[C@H](C(F)(F)F)C)=O (S)-N-(5-Chloro-3-methyl-1H-pyrazol-4-yl)-5-fluoro-4-(3-oxo-3,4-dihydro-2H-pyrido[3,2-b][1,4]oxazin-6-yl)-2-((1,1,1-trifluoropropan-2-yl)oxy)benzamide